C(C)OC(=O)C1CCC(CC1)(F)F 4,4-difluoro-cyclohexanecarboxylic acid ethyl ester